2-(3-((2-((2-(4-(trifluoromethoxy)phenyl)-1H-benzo[d]imidazol-1-yl)methyl)phenoxy)methyl)phenyl)acetate FC(OC1=CC=C(C=C1)C1=NC2=C(N1CC1=C(OCC=3C=C(C=CC3)CC(=O)[O-])C=CC=C1)C=CC=C2)(F)F